dihydroxyl-indole 1-(2-chlorophenyl)-(S)-1-hydroxypropyl-(R)-2-cyclohexylcarbamate ClC1=C(C=CC=C1)[C@@H]1[C@H](CCCC1)N(C(O)=O)C(CC)O.OC1=C(NC2=CC=CC=C12)O